(3S,4S)-3-((7-((tert-butoxycarbonyl) (4-(pyridin-2-yl) benzyl) amino)-3-cyclopropylpyrazolo[1,5-a]pyrimidin-5-yl) oxy)-4-fluoropyrrolidine-1-carboxylate C(C)(C)(C)OC(=O)N(C1=CC(=NC=2N1N=CC2C2CC2)O[C@H]2CN(C[C@@H]2F)C(=O)[O-])CC2=CC=C(C=C2)C2=NC=CC=C2